ClC=1C=C2C(=CC(=NC2=CC1)C(F)(F)F)N[C@@H]1C[C@@H](CCC1)NC(=O)C1=CNC=C1C(F)(F)F N-[(1R,3S)-3-{[6-chloro-2-(trifluoromethyl)quinolin-4-yl]amino}cyclohexyl]-4-(trifluoromethyl)-1H-pyrrole-3-carboxamide